(tert-Butoxycarbonylmethoxynaphthyl)-diphenylsulfonium triflat [O-]S(=O)(=O)C(F)(F)F.C(C)(C)(C)OC(=O)COC1=C(C2=CC=CC=C2C=C1)[S+](C1=CC=CC=C1)C1=CC=CC=C1